CN(C(CC)=O)C N,N-Dimethylpropioamide